2-(3,5-dichloro-4-((6-oxo-1-(pentan-3-yl)-1,6-dihydropyridin-3-yl)oxy)phenyl)-3,5-dioxo-2,3,4,5-tetrahydro-1,2,4-triazine-6-carbonitrile ClC=1C=C(C=C(C1OC1=CN(C(C=C1)=O)C(CC)CC)Cl)N1N=C(C(NC1=O)=O)C#N